3-fluoro-2-methoxy-4-(4-methyl-1,4-diazepan-1-yl)aniline FC=1C(=C(N)C=CC1N1CCN(CCC1)C)OC